N,N-diisopropyl-2-chloroethaneamine C(C)(C)N(CCCl)C(C)C